BrC1=CC(=CC=2C(=COC21)CBr)Cl 7-bromo-3-(bromomethyl)-5-chlorobenzofuran